cyanotrimethoxyborate C(#N)[B-](OC)(OC)OC